(5-chloro-6-methoxypyrazin-2-yl)ketene (1S,2S)-trans-2-(4-(trifluoromethoxy)phenoxy)cyclohexyl-2-fluoroethyl-sulfite FC(OC1=CC=C(O[C@@H]2[C@H](CCCC2)OS(=O)(O)CCF)C=C1)(F)F.ClC=1N=CC(=NC1OC)C=C=O